FC1(C(C2=C(C=CC(=C2C1)OC1=C(C#N)C(=CC=C1)F)SC(F)(F)F)O)F ((2,2-difluoro-1-hydroxy-7-(trifluoromethylsulfanyl)-2,3-dihydro-1H-inden-4-yl)oxy)-6-fluorobenzonitrile